CO[BH-](OC)OC trimethoxyborohydride